C(#N)CC1CC1 2-(cyanomethyl)cyclopropane